COC=1C(C(=C(C(C1OC)=O)CCCCCCCCCCNCC(=O)O)C)=O 10-(4,5-dimethoxy-2-methyl-3,6-dioxocyclohex-1,4-dien-1-yl)decylglycine